C[C@H](CC/C(/C(C(=O)O)=O)=C\C1=CC=CC=C1)CCC=C(C)C (S)-3,7-dimethyloct-6-en-1-yl-(E)-2-oxo-4-phenylbut-3-enoic acid